C(C)(C)NC=1C2=C(N(C(C1C=1N(C=3C(=CC4=C(CCN(CC4)C)C3)N1)S(=O)(=O)C(F)(F)F)=O)CC1=CC=C(C=C1)OC)C=CS2 7-(isopropylamino)-4-(4-methoxybenzyl)-6-(7-methyl-1-((trifluoromethyl)sulfonyl)-1,5,6,7,8,9-hexahydroimidazo[4',5':4,5]benzo[1,2-d]azepin-2-yl)thieno[3,2-b]pyridin-5(4H)-one